C(C)OC(COC1CC2(C1)CCN(CC2)CC2(CC2)COC=2N=CC1=C(N2)C(=C(N=C1)C1=CC(=CC2=CC=C(C(=C12)CC)F)OCOC)F)=O 2-((1-((2-(2-ethoxy-2-oxoethoxy)-7-azaspiro[3.5]non-7-yl)methyl)cyclopropyl)methoxy)-7-(8-ethyl-7-fluoro-3-(methoxymethoxy)naphthalen-1-yl)-8-fluoropyrido[4,3-d]pyrimidine